((6-(4-(4-fluorophenyl)-1-isopropyl-1H-imidazol-5-yl)quinolin-3-yl)ethynyl)oxetan-3-ol FC1=CC=C(C=C1)C=1N=CN(C1C=1C=C2C=C(C=NC2=CC1)C#CC1OCC1O)C(C)C